FC(C=1C=C(CN2N=C(C=C2)[C@@H]([C@@](CN2N=NN=C2)(O)C2=C(C=C(C=C2)F)F)C)C=CC1)(F)F (2R,3S)-3-(1-(3-trifluoromethyl-benzyl)-1H-pyrazol-3-yl)-2-(2,4-difluorophenyl)-1-(1H-tetrazol-1-yl)butan-2-ol